ClC1=CC=C(C(=N1)OC(F)(F)F)C=1C=C2C=NC(=NC2=C(C1)CC)NC1CCC(CC1)NC(OC(C)(C)C)=O tert-butyl ((1r,4r)-4-((6-(6-chloro-2-(trifluoromethoxy)pyridin-3-yl)-8-ethylquinazolin-2-yl)amino)cyclohexyl)carbamate